6-Methyl-5,6,6a,7-tetrahydro-4H-dibenzo[de,g]quinoline-10,11-diol CN1CCC=2C3=C(C4=C(CC13)C=CC(=C4O)O)C=CC2